COCOC1=CC=CC2=CC=CC=C12 methoxymethoxy-naphthalen